1-(2-(azetidin-2-yl)quinolin-4-yl)-N-(5-chloro-6-(2H-1,2,3-triazol-2-yl)pyridin-3-yl)-5-(trifluoromethyl)-1H-pyrazole-4-carboxamide N1C(CC1)C1=NC2=CC=CC=C2C(=C1)N1N=CC(=C1C(F)(F)F)C(=O)NC=1C=NC(=C(C1)Cl)N1N=CC=N1